methyl 3-amino-cyclobutane-carboxylate hydrochloride Cl.NC1CC(C1)C(=O)OC